5-(4,4,5,5-tetramethyl-1,3,2-dioxaborolane-2-yl)-1H-indazole CC1(OB(OC1(C)C)C=1C=C2C=NNC2=CC1)C